4-(6-chlorobenzofuran-2-yl)-2-(1H-pyrrol-2-yl)oxazole ClC1=CC2=C(C=C(O2)C=2N=C(OC2)C=2NC=CC2)C=C1